silver-iridium-cerium [Ce].[Ir].[Ag]